C1(CC1)COC1=C(C=C(C=C1)S(=O)(=O)CC)C=1C2=C(C(N(C1)C)=O)OC(=C2)C 4-[2-(cyclopropylmethoxy)-5-ethylsulfonylphenyl]-2,6-dimethylfuro[2,3-c]pyridine-7-one